2-amino-2-(tetrahydrofuran-3-yl)ethan-1-ol NC(CO)C1COCC1